C1(CC1)N(C(=O)C=1C(=NN(C1F)C)C(F)F)CC1=C(C=CC=C1)C(C)C N-cyclopropyl-3-(difluoromethyl)-5-fluoro-N-(2-isopropylbenzyl)-1-methyl-pyrazole-4-amide